CC(CCCC)(N)N methyl-pentanediamine